ClC=1C=2N(C(=NN1)N[C@H]1CN(CCC1)C)N=C(C2)C (R)-4-Chloro-2-methyl-N-(1-methylpiperidin-3-yl)pyrazolo[1,5-d][1,2,4]triazin-7-amine